(1H-benzo[d]imidazol-2-yl)imidazol N1C(=NC2=C1C=CC=C2)C=2NC=CN2